C(=O)(O)[C@H](CC(=O)C1=CC2=C(S1)C(=C(C(=C2F)OCCCOC2=C(C(=C1CN(CC1=C2)C(C[C@@H](C(=O)O)C)=O)F)OC)O)F)C (S)-4-(6-(3-((2-((S)-3-carboxybutanoyl)-4,7-difluoro-6-hydroxybenzo[b]thiophen-5-yl)oxy)propoxy)-4-fluoro-5-methoxyisoindolin-2-yl)-2-methyl-4-oxobutanoic acid